N(C)CC(=O)OC(CCCCCCC)=O octoyl sarcosinate